FC1=CC(=C2C=CCC2=C1)[C@@H](C)N1C=NC=C1 (1R)-1-(6-fluoro-1-inden-4-ylethyl)-1H-imidazole